CC1=CC=CC(=N1)C1=NNC=C1C=1N=C2C=C(C=NC2=CC1)C=1C=NN(C1)CCN 2-[4-[6-[3-(6-methyl-2-pyridyl)-1H-pyrazol-4-yl]-1,5-naphthyridin-3-yl]pyrazol-1-yl]ethanamine